BrP(C1=CC=CC=C1)(C1=CC=CC=C1)(C1=CC=CC=C1)CC1=CC=C2CCCNC2=N1 7-((bromotriphenylphosphineyl)methyl)-1,2,3,4-tetrahydro-1,8-naphthyridine